CC1=CC=C(C=C1)CNC=1N=CC2=C(N1)N(C=C2C2=CC=C(C=C2)CN2CCN(CC2)C(=O)OC(C)(C)C)[C@@H]2CC[C@H](CC2)O tert-butyl 4-[[4-(2-[[(4-methylphenyl)methyl]amino]-7-[trans-4-hydroxycyclohexyl]-7H-pyrrolo[2,3-d]pyrimidin-5-yl)phenyl]methyl]piperazine-1-carboxylate